4-(4-Fluorobenzyl)-1-(2-(pyrimidin-4-yl)nicotinoyl)piperidine-4-carbonitrile FC1=CC=C(CC2(CCN(CC2)C(C2=C(N=CC=C2)C2=NC=NC=C2)=O)C#N)C=C1